C1(=C(C=CC2=CC=CC=C12)B1OC(C(O1)(C)C)(C)C)C1=CC=CC2=CC=CC=C12 2-([1,1'-binaphthalen]-2-yl)-4,4,5,5-tetramethyl-1,3,2-dioxaborolane